(2R,3S)-1-(tert-butoxycarbonyl)-2-methylpyrrolidine-3-carboxylic acid C(C)(C)(C)OC(=O)N1[C@@H]([C@H](CC1)C(=O)O)C